C[C@@H](CC)NC(O[C@H]1C[C@H](CC1)C1=CC(=NN1)NC(CC=1SC(=CN1)C)=O)=O (1R,3S)-3-(3-{[(5-methyl-1,3-thiazol-2-yl)acetyl]-amino}-1H-pyrazol-5-yl)-cyclopentyl (2S)-butan-2-ylcarbamate